FC(C1=C(C=CC(=C1)C(F)(F)F)[C@H]1CCC2=C(N(C1=O)CC#CC1=CC=C(N=N1)NS(=O)(=O)C)C=CC(=C2)F)(F)F (R)-N-(6-(3-(3-(2,4-bis(trifluoromethyl)phenyl)-7-fluoro-2-oxo-2,3,4,5-tetrahydro-1H-benzo[b]azepin-1-yl)prop-1-yn-1-yl)pyridazin-3-yl)methanesulfonamide